COC1=C(C=C(C=C1)C2=C(C(=O)C3=C(C=C(C=C3O2)OC)[O-])OC)OC The molecule is a flavonoid oxoanion resulting from the deprotonation of the hydroxy group of 5-hydroxy-3,3',4',7-tetramethoxyflavone. The major species at pH 7.3. It is a conjugate base of a 5-hydroxy-3,3',4',7-tetramethoxyflavone.